O[C@@H](CN(C(C(C)C1=CC=C(C=C1)CC(C)C)=O)C)C1=CC(=CC=C1)O N-((R)-2-hydroxy-2-(3-hydroxyphenyl)ethyl)-2-(4-isobutylphenyl)-N-methylpropanamide